C(C1=CC=CC=C1)NC(N(C1=CC=C(C=C1)C1=COC=C1)[C@@H]1CC[C@H](CC1)NC1=NC=C(C=C1)C#N)=O 3-benzyl-1-(trans-4-((5-cyanopyridin-2-yl)amino)cyclohexyl)-1-(4-(3-furyl)phenyl)urea